N-(4-methoxyphenyl)-6-(5-(trifluoromethyl)-1,2,4-oxadiazol-3-yl)imidazo[1,2-a]pyridine-2-carboxamide COC1=CC=C(C=C1)NC(=O)C=1N=C2N(C=C(C=C2)C2=NOC(=N2)C(F)(F)F)C1